NC1=NC(=C2N=CN(C2=N1)CC(=O)NC1=CC(=NN1CC)C)NC1=CC=C(C=C1)OC1CC1 2-(2-amino-6-((4-(cyclopropoxy)phenyl)amino)-9H-purin-9-yl)-N-(1-ethyl-3-methyl-1H-pyrazol-5-yl)acetamide